BrC1=C(C(=NC=C1)OC1=NC(=NC=C1C=1C=NN(C1)C1COC1)Cl)F 4-((4-bromo-3-fluoropyridin-2-yl)oxy)-2-chloro-5-(1-(oxetan-3-yl)-1H-pyrazol-4-yl)pyrimidine